C(C1CN=CC=C1)(=O)OCC ethyl dihydronicotinate